4-(4-(3-(2,2,2-trifluoroethyl)ureido)-1H-indol-1-yl)pyridin FC(CNC(NC1=C2C=CN(C2=CC=C1)C1=CC=NC=C1)=O)(F)F